N[C@H](C(=O)NC=1C=NC(=NC1)C=1C(=NOC1C)C)C1CCC(CC1)C (S)-2-amino-N-(2-(3,5-dimethylisoxazol-4-yl)pyrimidin-5-yl)-2-((1r,4S)-4-methylcyclohexyl)acetamide